(1S,4r,6S)-6-methoxy-1-methyl-2-azaspiro[3.3]heptane-2-thiocarboxylic acid O-tert-butyl ester C(C)(C)(C)OC(=S)N1[C@H](C2(C1)CC(C2)OC)C